FC(S(=O)(=O)[O-])(F)F.COC1=CC=C(C=C1)[S+](C1=CC=CC=C1)C1=CC=CC=C1 (4-methoxyphenyl)diphenylsulfonium trifluoro-methanesulfonate